6-aminopyridazin-3(2H)-one NC=1C=CC(NN1)=O